S(=O)(=O)(C1=CC=C(C)C=C1)N1C(=CC=2C1=NC=CN2)[2H] 5-tosyl-5H-pyrrolo[2,3-b]pyrazine-6-d